OC=1C(C(=CN2N3[C@@H]([C@@H]4[C@H](C(N(C(C21)=O)C3)C)C4)C)C(=O)NCC4=C(C=C(C=C4F)F)F)=O (1aS,2R,3R,1S,11aR)-8-hydroxy-2,11-dimethyl-7,9-dioxo-N-(2,4,6-trifluorobenzyl)-1a,2,7,9,11,11a-hexahydro-1H-3,10-methanocyclopropa[g]pyrido[1,2-b][1,2,5]triazonine-6-carboxamide